C1(=CC(=CC=C1)C[C@@H]1N(CCC[C@@H]1CS(=O)(=O)N)C(=O)C1CC1)C1=CC=CC=C1 cis-2-(biphenyl-3-ylmethyl)-1-(cyclopropylcarbonyl)piperidin-3-ylmethanesulfonamide